1-(4-fluorophenyl)-4-methyl-5-({[6-(oxolane-2-carbonyl)-5H,6H,7H-pyrrolo[3,4-b]pyridin-2-yl]oxy}methyl)-1H-1,2,3-triazole FC1=CC=C(C=C1)N1N=NC(=C1COC1=CC=C2C(=N1)CN(C2)C(=O)C2OCCC2)C